2-(2-hydroxy-3-methoxyphenyl)imidazole OC1=C(C=CC=C1OC)C=1NC=CN1